N-(α-Maleimidoacetoxy)-succinimide C1(C=CC(N1CC(=O)ON1C(CCC1=O)=O)=O)=O